F[C@H]1C[C@@H](N(C1)[C@@H]1CN(CC1)C)C(=O)NC=1C=CC=C2C(=CNC12)C1=NC(=NC=C1C)NC=1C(=NN(C1)C)OC (2R,3'S,4S)-4-Fluoro-N-(3-(2-((3-methoxy-1-methyl-1H-pyrazol-4-yl)amino)-5-methylpyrimidine-4-yl)-1H-indol-7-yl)-1'-methyl-[1,3'-bipyrrolidine]-2-carboxamide